3,3-Difluoro-1-((2S,5S)-9-fluoro-2,3-dihydro-2,5-methanopyrido[3,4-f][1,4]oxazepin-4(5H)-yl)-2,2-dimethylpropan-1-one FC(C(C(=O)N1C[C@H]2OC3=C([C@@H]1C2)C=NC=C3F)(C)C)F